2-(1-(2,2-difluoroethyl)piperidin-4-yl)-5-((2R,5S)-5-methylpiperidin-2-yl)benzo[d]thiazole FC(CN1CCC(CC1)C=1SC2=C(N1)C=C(C=C2)[C@@H]2NC[C@H](CC2)C)F